C(C)(C)(C)OC(CC[C@@H](C(=O)N)N1C(C2=CC=C(C=C2C1)C1=NC(=CC(=C1C#N)C(F)(F)F)N)=O)=O (S)-5-amino-4-(5-(6-amino-3-cyano-4-(trifluoromethyl)pyridin-2-yl)-1-oxoisoindolin-2-yl)-5-oxopentanoic acid tert-butyl ester